N5-(3-(4-amino-3-fluorophenyl)propyl)-2-(furan-2-yl)-[1,2,4]triazolo[1,5-a]pyrimidine-5,7-diamine NC1=C(C=C(C=C1)CCCNC1=NC=2N(C(=C1)N)N=C(N2)C=2OC=CC2)F